C(CCC)C1(CS(C2=C(N(C1)C1=CC=CC=C1)C=C(C(=C2)O\C=C/C(=O)OCC)OC)(=O)=O)CCCC ethyl (Z)-3-((3,3-dibutyl-7-methoxy-1,1-dioxido-5-phenyl-2,3,4,5-tetrahydro-1,5-benzothiazepin-8-yl)oxy)acrylate